C(C)(C)(C)OC(=O)N1C=C(C2=CC3=C(C=C12)OCO3)C([C@H]3N(CCC3)C)=O 3-(methyl-prolyl)-5,6-methylenedioxy-1H-indole-1-carboxylic acid tert-butyl ester